N-((3R,4R,5R,6R)-4,5-bis(benzyloxy)-6-((benzyloxy)methyl)tetrahydro-2H-pyran-3-yl)benzamide benzyl-(6S)-6-hydroxy-1,4-diazepane-1-carboxylate C(C1=CC=CC=C1)OC(=O)N1CCNC[C@@H](C1)O.C(C1=CC=CC=C1)O[C@@H]1[C@@H](CO[C@@H]([C@@H]1OCC1=CC=CC=C1)COCC1=CC=CC=C1)NC(C1=CC=CC=C1)=O